2-(((7-(difluoromethyl)-3-(5-methylisoxazol-3-yl)[1,2,4]triazolo[3,4-f][1,2]diazin-6-yl)oxy)methyl)-6-(oxetan-3-yl)-5,6,7,8-tetrahydropyrido[4,3-b]pyridine FC(C=1C(=NN2C(C1)=NN=C2C2=NOC(=C2)C)OCC2=CC=C1C(=N2)CCN(C1)C1COC1)F